(Cis)-3-(hydroxymethyl)-3-(4-methoxyphenyl)cyclobutan-1-ol OCC1(CC(C1)O)C1=CC=C(C=C1)OC